(S)-2-((S)-1-(4-fluorophenyl)-1,2,3,4-tetrahydroisoquinoline-2-carbonyl)tetrahydro-4H-pyran-4-one FC1=CC=C(C=C1)[C@@H]1N(CCC2=CC=CC=C12)C(=O)[C@H]1OCCC(C1)=O